(3-(3-cyanomorpholine-4-carbonyl)phenyl)-2,5-dimethyl-benzenesulfonamide C(#N)C1N(CCOC1)C(=O)C=1C=C(C=CC1)C=1C(=C(C=C(C1)C)S(=O)(=O)N)C